(R)-N-(2-(2-Fluorophenyl)pyridin-4-yl)-6-nitro-7-(pyrrolidin-3-oxy)quinazolin-4-amine FC1=C(C=CC=C1)C1=NC=CC(=C1)NC1=NC=NC2=CC(=C(C=C12)[N+](=O)[O-])O[C@H]1CNCC1